N1CC(C1)CC1=C(C=2N=NC=C(C2S1)NCC=1SC=CC1)C 6-[(azetidin-3-yl)methyl]-7-methyl-N-[(thiophen-2-yl)methyl]thieno[3,2-c]pyridazin-4-amine